[(3R)-tetrahydrofuran-3-yl]methyl methanesulfonate CS(=O)(=O)OC[C@H]1COCC1